4-(5-iodopyridin-2-yl)-2,4-dihydro-3H-1,2,4-triazol-3-one IC=1C=CC(=NC1)N1C(NN=C1)=O